ClC1=C(CNC(=O)C=2OC=C(N2)C2=NC(=NC=C2C)NC2=CC=NN2C)C=CC=C1Cl N-(2,3-dichlorobenzyl)-4-(5-methyl-2-((1-methyl-1H-pyrazol-5-yl)amino)pyrimidin-4-yl)oxazole-2-carboxamide